FC(C[C@H](C(=O)NC1=NC=CC(=C1)C1=C(C2=NC=CC=C2N1)C1=NC(=CC=C1)F)C1=CC=C(C=C1)F)F (2S)-4,4-difluoro-2-(4-fluorophenyl)-N-{4-[3-(6-fluoropyridin-2-yl)-1H-pyrrolo[3,2-b]pyridin-2-yl]pyridin-2-yl}butanamide